CC1=CCC2(CC1)C(CCCC2=C)(C)C (-)-3,7,7-trimethyl-11-methylenespiro[5.5]undec-2-ene